1,2,3-thiadiazolo[5,4-d]pyrimidine N1=NSC=2N=CN=CC21